CO\C(\C(=O)O)=C/C1=CC=C(C2=C1SC=C2)OCCC=2N=C(OC2C)C2=C(C=CC=C2[2H])[2H] (Z)-2-methoxy-3-(4-(2-(5-methyl-2-(phenyl-2,6-d2)oxazol-4-yl)ethoxy)benzo[b]thiophen-7-yl)acrylic acid